CC=1N(C=2C(=NC=C(C2)C=2C=CN3N=C(N=CC32)NC3CC2(CN(C2)C)C3)N1)C1CCOCC1 5-(2-methyl-1-(tetrahydro-2H-pyran-4-yl)-1H-imidazo[4,5-b]pyridin-6-yl)-N-(2-methyl-2-azaspiro[3.3]heptan-6-yl)pyrrolo[2,1-f][1,2,4]triazin-2-amine